chloro-1H-pyrrolo[2,3-b]pyridin ClN1C=CC=2C1=NC=CC2